OC=1C(=NC(=CC1)CN1CCCCC1)\C=N\O (E)-3-hydroxy-6-(piperidin-1-ylmethyl)pyridineformaldoxime